CC1C(N(CCC1)C1CNCCC1)=O methyl-2-oxo-[1,3'-bipiperidine]